2-methoxy-N-(2-nitro-5-thiophenyl)phenyl-acetamide COC1=C(C=CC=C1)CC(=O)NC1=CC=C(S1)[N+](=O)[O-]